ClC1=CC=C(C[C@H]2CC[C@]([C@]2(O)CN2N=CN=C2)(C)CCl)C=C1 (1S,2S,5R)-5-(4-chlorobenzyl)-2-(chloromethyl)-2-methyl-1-(1H-1,2,4-triazol-1-ylmethyl)cyclopentan-1-ol